(R)-N-(3-fluoro-4-(3-(methyl-(morpholinoethyl)aminomethyl)piperidine-1-yl)phenyl)-4-(1-isopropyl-1H-pyrazole-4-yl)-5-methylpyrimidine-2-amine FC=1C=C(C=CC1N1C[C@@H](CCC1)C(NCCN1CCOCC1)C)NC1=NC=C(C(=N1)C=1C=NN(C1)C(C)C)C